(Z)-N-(2-(4-(4-chloro-1,2-diphenylbut-1-en-1-yl)phenoxy)ethyl)-1-((2-(2,6-dioxopiperidin-3-yl)-1,3-dioxoisoindolin-4-yl)sulfanyl)-N-methyl-3,6,9,12,15-pentaoxaoctadecane-18-amide ClCC/C(=C(\C1=CC=CC=C1)/C1=CC=C(OCCN(C(CCOCCOCCOCCOCCOCCSC2=C3C(N(C(C3=CC=C2)=O)C2C(NC(CC2)=O)=O)=O)=O)C)C=C1)/C1=CC=CC=C1